4-(aminomethyl)-6-(5-(o-tolylthio)pyridin-3-yl)phthalazin-1(2H)-one NCC1=NNC(C2=CC=C(C=C12)C=1C=NC=C(C1)SC1=C(C=CC=C1)C)=O